FC1=C(C=CC=C1)[C@@H]1NCCC1 (R)-2-(2-fluorophenyl)pyrrolidine